4,4-difluorocyclohexyl-carboxylic acid FC1(CCC(CC1)C(=O)O)F